Sodium (4S)-4-((3-((E)-2-(thiophen-2-yl)vinyl)-1H-pyrazole-1-carbonyl)oxy)pyrrolidine-2-carboxylate S1C(=CC=C1)/C=C/C1=NN(C=C1)C(=O)O[C@H]1CC(NC1)C(=O)[O-].[Na+]